FCC1=NN=C(S1)NC(=O)C1=NN2C(C(N(CC2)CC2=C(C=CC=C2)Cl)=O)=C1C1CC1 5-(2-Chlorobenzyl)-3-cyclopropyl-4-oxo-4,5,6,7-tetrahydropyrazolo[1,5-a]pyrazine-2-carboxylic acid (5-fluoromethyl-[1,3,4]thiadiazol-2-yl) amide